C[Si](=[Hf](C1C(=CC2=C(C(=C(C=C12)C(C)(C)C)OC)C1=CC(=CC(=C1)C)C)C)C1C(=CC2=C(C=3CCCC3C(=C12)C1=CC(=CC(=C1)C)C)C1=CC(=CC(=C1)C)C)C)C anti-dimethylsilanediyl[2-methyl-4,8-di(3,5-dimethylphenyl)-1,5,6,7-tetrahydro-s-indacen-1-yl][2-methyl-4-(3,5-dimethylphenyl)-5-methoxy-6-tert-butylinden-1-yl]hafnium